7-(5-(((tert-butyldimethylsilyl)oxy)methyl)thiazol-4-yl)-N-(2-methyl-5-(5-methyl-1,2,4-oxadiazol-3-yl)phenyl)imidazo[1,2-a]pyridine-3-carboxamide [Si](C)(C)(C(C)(C)C)OCC1=C(N=CS1)C1=CC=2N(C=C1)C(=CN2)C(=O)NC2=C(C=CC(=C2)C2=NOC(=N2)C)C